(S)-2,2,2-trifluoroethyl 2-((2-methylbenzyl) (2-methylbutyl)amino)-2-oxoacetate CC1=C(CN(C(C(=O)OCC(F)(F)F)=O)C[C@H](CC)C)C=CC=C1